2-((3R,4S)-3-aminotetrahydro-2H-pyran-4-yl)-3,5-dichloro-N-(thiazol-2-ylmethyl)thieno[3,2-b]pyridin-7-amine N[C@H]1COCC[C@@H]1C1=C(C2=NC(=CC(=C2S1)NCC=1SC=CN1)Cl)Cl